tert-butyl (S)-5-chloro-8-((5-(difluoromethyl)-1-methyl-1H-1,2,3-triazol-4-yl)methoxy)-1-((6-oxo-5-azaspiro[2.4]-heptan-5-yl)methyl)-3,4-dihydroisoquinoline-2(1H)-carboxylate ClC1=C2CCN([C@@H](C2=C(C=C1)OCC=1N=NN(C1C(F)F)C)CN1CC2(CC2)CC1=O)C(=O)OC(C)(C)C